4-(3-chloro-2-fluoro-6-methoxyphenyl)-6-methyl-N-(5-(methyl-(2-(N-methylacetylamino)ethyl)amino)-1,3,4-thiadiazol-2-yl)nicotinamide ClC=1C(=C(C(=CC1)OC)C1=CC(=NC=C1C(=O)NC=1SC(=NN1)N(CCNC(CC)=O)C)C)F